C(C)(=O)OCC12OCC(CC1)(CC2)C(=O)OCC Ethyl 1-(acetoxymethyl)-2-oxabicyclo[2.2.2]octane-4-carboxylate